[Br-].OC1=C(OC2=C(C(=CC=C2C1=O)O)OC)C1=CC=C(C=C1)CCCC[P+](C1=CC=CC=C1)(C1=CC=CC=C1)C1=CC=CC=C1 (4-(4-(3,7-Dihydroxy-8-methoxy-4-oxo-4H-chromen-2-yl)phenyl)butyl)triphenylphosphonium bromide